2-oxo-benzoyl-morpholine O=C1C(C(=O)N2CCOCC2)C=CC=C1